ClC1=CC=C(C=C1)N1[C@@H](CCC1)C (R)-1-(4-chlorophenyl)-2-methylpyrrolidine